2-(2-chloroethoxy)oxane ClCCOC1OCCCC1